2,6-di-tert-butyl-4-(4-bromobenzylidene)cyclohexa-2,5-dien-1-one C(C)(C)(C)C=1C(C(=CC(C1)=CC1=CC=C(C=C1)Br)C(C)(C)C)=O